1-(3-(Difluoromethoxy)-5-((1-(3-fluoropropyl)azetidin-3-yl)oxy)pyridin-2-yl)-3-methyl-2-(2,2,2-trifluoroethyl)-2,3,4,9-tetrahydro-1H-pyrido[3,4-b]indole FC(OC=1C(=NC=C(C1)OC1CN(C1)CCCF)C1N(C(CC2=C1NC1=CC=CC=C21)C)CC(F)(F)F)F